CC(CCCCCCCCCCCCCCCCCCCC)OC(C)CCCCCCCCCCCCCCCCCCCC 2-docosyl oxide